FC1=C(C=C(C=C1)NC(C#C)=O)NC1=NC(=NC=C1C1=CC=C(C=C1)C(F)(F)F)NC=1C=NN(C1)C N-(4-fluoro-3-((2-((1-methyl-1H-pyrazol-4-yl)amino)-5-(4-(trifluoromethyl)phenyl)pyrimidin-4-yl)amino)phenyl)propiolamide